[C@H]12CC(C[C@H](CC1)O2)NC=2N=NC(=C1C2C=NC=C1)C1=C(C=C(C=C1)C)O 2-(4-(((1R,3r,5S)-8-oxabicyclo[3.2.1]octan-3-yl)amino)pyrido[3,4-d]pyridazin-1-yl)-5-methylphenol